1-{4-[7-(difluoromethyl)-6-(1-methylpyrazol-4-yl)-3,4-dihydro-2H-quinolin-1-yl]-6-(piperidin-4-yl)-1,3-dihydroisoindol-2-yl}ethene FC(C1=C(C=C2CCCN(C2=C1)C1=C2CN(CC2=CC(=C1)C1CCNCC1)C=C)C=1C=NN(C1)C)F